ClC=1C=C2C(=CN=C(C2=CN1)OC)C(C)(CC)O 2-(6-chloro-1-methoxy-2,7-naphthyridin-4-yl)butan-2-ol